6-(5-chloro-1,1-dioxo-3-oxoisothiazol-2(3H)-yl)hexanoic acid ClC1=CC(N(S1(=O)=O)CCCCCC(=O)O)=O